(R)-2-(4-(6-((6-((1-cyanocyclopropyl)carbamoyl)pyridin-3-yl)methoxy)pyridin-2-yl)-2,5-difluorobenzyl)-1-(4,4-dimethyltetrahydrofuran-3-yl)-1H-benzo[d]imidazole-6-carboxylic acid C(#N)C1(CC1)NC(=O)C1=CC=C(C=N1)COC1=CC=CC(=N1)C1=CC(=C(CC2=NC3=C(N2[C@H]2COCC2(C)C)C=C(C=C3)C(=O)O)C=C1F)F